triethyl-ammonium sulfamic acid salt S(N)([O-])(=O)=O.C(C)[NH+](CC)CC